bis(dimethylamino)phosphoric acid CN(C)OP(ON(C)C)(O)=O